6-(6-Methyl-1-carbonyl-3,4-dihydro-2,7-naphthyridin-2(1H)-yl)-2-azaspiro[3.3]heptane-2-carboxylic acid tert-butyl ester C(C)(C)(C)OC(=O)N1CC2(C1)CC(C2)N2C(C1=CN=C(C=C1CC2)C)=C=O